C(C)N1C(C2=C(C(=C1)C=1C=C3C(=NC1)N=C(N3CC3=CC=C(C=C3)OC)C)C=CN2)=O 6-ethyl-4-(1-(4-methoxy-benzyl)-2-methyl-1H-imidazo[4,5-b]pyridin-6-yl)-1,6-dihydro-7H-pyrrolo[2,3-c]pyridin-7-one